4-((S)-2-(dimethylamino)-3-((R)-3-(3-fluoropyridin-4-yl)-3-(1-(trifluoromethyl)cyclopropyl)propanamido)propyl)-2-fluorobenzamide CN([C@@H](CC1=CC(=C(C(=O)N)C=C1)F)CNC(C[C@@H](C1(CC1)C(F)(F)F)C1=C(C=NC=C1)F)=O)C